4-(methanesulfonyloxy)piperazine-1-carboxylic acid tert-butyl ester C(C)(C)(C)OC(=O)N1CCN(CC1)OS(=O)(=O)C